7-fluoro-2-[(4S)-4-[[6-oxo-5-(trifluoromethyl)-1H-pyridazin-4-yl]amino]pentyl]-6-[5-(trifluoromethoxy)pyridin-2-yl]isoquinolin-1-one FC1=C(C=C2C=CN(C(C2=C1)=O)CCC[C@H](C)NC=1C=NNC(C1C(F)(F)F)=O)C1=NC=C(C=C1)OC(F)(F)F